tert-butyl-4-[4-amino-7-(2-trimethylsilylethoxymethyl)pyrrolo[2,3-d]pyrimidin-5-yl]piperidine-1-carboxylate C(C)(C)(C)OC(=O)N1CCC(CC1)C1=CN(C=2N=CN=C(C21)N)COCC[Si](C)(C)C